(7-chloro-2,3-dihydro-1-benzofuran-6-yl)boronic acid ClC1=C(C=CC=2CCOC21)B(O)O